CS(=O)(=O)OC[C@@H]1N(CC2(CC2)C1)C(=O)OC(C)(C)C tert-butyl (6R)-6-(methylsulfonyloxymethyl)-5-azaspiro[2.4]heptane-5-carboxylate